CC1=CC(=NC=C1OC1=CC(=C2C(=N1)N(C=N2)C)NC2=NC=C(C=C2)C(=O)N2CC1(COC1)C2)C#N 4-methyl-5-[3-methyl-7-[[5-(2-oxa-6-azaspiro[3.3]heptane-6-carbonyl)pyridin-2-yl]amino]imidazo[4,5-b]pyridin-5-yl]oxypyridine-2-carbonitrile